6-bromo-3-(cyclobutylmethyl)-1H-pyrrolo[3,2-b]pyridine BrC=1C=C2C(=NC1)C(=CN2)CC2CCC2